ClC1=C(C=CC(=C1)Cl)C1=CC2=C(N=C(N=C2)NC2CCOCC2)N2C1=NCC2 6-(2,4-dichlorophenyl)-N-(tetrahydro-2H-pyran-4-yl)-8,9-dihydroimidazo[1',2':1,6]pyrido[2,3-d]pyrimidin-2-amine